tert-butyl-5-amino-4-(5-(5-fluoro-4-(hydroxymethyl)pyridin-2-yl)-1-oxoisoindolin-2-yl)-5-oxopentanoate C(C)(C)(C)OC(CCC(C(=O)N)N1C(C2=CC=C(C=C2C1)C1=NC=C(C(=C1)CO)F)=O)=O